3-((3R,6S,9aS)-3,6-diisobutyl-1-((E)-3-((S)-1-methylpyrrolidin-2-yl)acryloyl)-4,7-dioxohexahydropyrazino[2,1-c][1,2,4]oxadiazin-8(1H)-yl)propanamide C(C(C)C)[C@@H]1C(N2[C@@H](N(O1)C(\C=C\[C@H]1N(CCC1)C)=O)CN(C([C@@H]2CC(C)C)=O)CCC(=O)N)=O